(S)-5-(2-((2-methoxyphenyl)amino)-2-oxoacetyl)-N-((S)-3-oxo-1-((S)-2-oxopyrrolidin-3-yl)-4-(trifluoromethoxy)butan-2-yl)-5-azaspiro[2.4]heptane-6-carboxamide COC1=C(C=CC=C1)NC(C(=O)N1CC2(CC2)C[C@H]1C(=O)N[C@@H](C[C@H]1C(NCC1)=O)C(COC(F)(F)F)=O)=O